N-cyclohexyl-1-(2-methoxyphenyl)-N-((2-methoxyphenyl)(4-(tributylsilyl)phenyl)phosphaneyl)-1-(4-(tributylsilyl)phenyl)phosphanamine C1(CCCCC1)N(P(C1=CC=C(C=C1)[Si](CCCC)(CCCC)CCCC)C1=C(C=CC=C1)OC)P(C1=CC=C(C=C1)[Si](CCCC)(CCCC)CCCC)C1=C(C=CC=C1)OC